2'-Chloro-6-fluoro-5'-(hydroxy(phenyl)methyl)-5-(2-methoxyethoxy)-[1,1'-biphenyl]-2-carbonitrile ClC1=C(C=C(C=C1)C(C1=CC=CC=C1)O)C=1C(=CC=C(C1F)OCCOC)C#N